(S)-TERT-BUTYL 5-(((1R,2R)-2-(ALLYLTHIO)CYCLOBUTYL)METHYL)-6'-CHLORO-3',4,4',5-TETRAHYDRO-2H,2'H-SPIRO[BENZO[B][1,4]OXAZEPINE-3,1'-NAPHTHALENE]-7-CARBOXYLATE C(C=C)S[C@H]1[C@H](CC1)CN1C2=C(OC[C@]3(CCCC4=CC(=CC=C34)Cl)C1)C=CC(=C2)C(=O)OC(C)(C)C